methyl 5-((4-((2,2,2-trifluoroacetamido)methyl)benzyl)amino)pyrazine-2-carboxylate FC(C(=O)NCC1=CC=C(CNC=2N=CC(=NC2)C(=O)OC)C=C1)(F)F